FC=1C=CC=C2C[C@H]([C@H](C12)OCOC)NC([O-])=O (1S,2R)-7-Fluoro-1-(methoxymethoxy)-2,3-dihydro-1H-inden-2-yl-carbamat